cis-2-methyl-6-(5-methyl-1,3,4-oxadiazol-2-yl)-4-{2-[6-(trifluoromethyl)imidazo[1,2-a]pyridin-3-yl]pyrimidin-4-yl}morpholine C[C@@H]1CN(C[C@@H](O1)C=1OC(=NN1)C)C1=NC(=NC=C1)C1=CN=C2N1C=C(C=C2)C(F)(F)F